ClC1C=2N(C3=C(CC14OCCO4)C=CC=C3)C(=NN2)C2CCC(CC2)(OC)CC chloro-1'-(trans-4-ethyl-4-methoxycyclohexyl)-4'H,6'H-spiro[1,3-dioxolan-2,5'-[1,2,4]triazolo[4,3-a][1]benzazepine]